ClC1=C(C=CC(=C1)C1=NNC2=NC=C(C=C21)C=2C=CC1=C(CCC(CC1)N1[C@H](CCC1)C)C2)C(C)(C)O 2-(2-Chloro-4-(5-(7-((S)-2-methylpyrrolidin-1-yl)-6,7,8,9-tetrahydro-5H-benzo[7]annulen-2-yl)-1H-pyrazolo[3,4-b]pyridin-3-yl)phenyl)propan-2-ol